6-(cyclopropanecarboxamido)-4-((2,5-dimethyl-4,5-dihydro-2H-[1,2,3]triazolo[4,5-c]quinolin-6-yl)amino)-5-fluoro-N-(methyl-d3)nicotinamide C1(CC1)C(=O)NC1=NC=C(C(=O)NC([2H])([2H])[2H])C(=C1F)NC1=CC=CC=2C=3C(CN(C12)C)=NN(N3)C